1-(3,4-di-methoxybenzyl)pseudouridine COC=1C=C(CN2C=C([C@H]3[C@H](O)[C@H](O)[C@@H](CO)O3)C(NC2=O)=O)C=CC1OC